CN(C)CC1CCN(CC1)C1=C(C=CC=N1)C 6-(4-((dimethylamino)methyl)piperidin-1-yl)-5-methylpyridine